C(C)[S@@](=O)(=N)C=1C=C(C=NC1C1=NC2=C(N=NC(=C2)C(F)(F)F)N1C)C1(CC1)C#N (S)-1-[5-(ethylsulfonimidoyl)-6-[7-methyl-3-(trifluoromethyl)imidazo[4,5-c]pyridazin-6-yl]-3-pyridyl]cyclopropanecarbonitrile